potassium 2-sulfo-1,2-ethanediol S(=O)(=O)(O)C(CO)O.[K]